6-((3S,4R)-3-aminotetrahydro-2H-pyran-4-yl)-7-bromo-2-chloro-N-(thiophen-2-ylmethyl)thieno[3,2-d]pyrimidin-4-amine N[C@@H]1COCC[C@H]1C1=C(C=2N=C(N=C(C2S1)NCC=1SC=CC1)Cl)Br